C(C)(C)(C)OC(=O)N1CCC2(CCC([C@@H]2NS(=O)(=O)C(C)(C)C)(F)F)CC1 |r| racemic-1-(1,1-dimethylethylsulfonamido)-2,2-difluoro-8-azaspiro[4.5]decane-8-carboxylic acid tert-butyl ester